2-[(6-{[((3-fluorobicyclo[1.1.1]pentan-1-yl)methyl)amino]methyl}imidazo[1,2-a]pyridin-2-yl)methyl]-5-(2-fluorophenyl)-1,2-dihydro-2,7-naphthyridin-1-one FC12CC(C1)(C2)CNCC=2C=CC=1N(C2)C=C(N1)CN1C(C2=CN=CC(=C2C=C1)C1=C(C=CC=C1)F)=O